COC=1C=[SiH]C=2C(C3=CC=C(C=C3C2C1)OC)(C)C 3,6-dimethoxy-9,9-dimethylsilafluorene